NC=1N=NC(=CC1N1C[C@H]2CC[C@@H](C1)N2C=2C=C(OC1CN(C1)C(=O)OC(C)(C)C)C=CC2)C2=C(C=CC=C2)O tert-butyl 3-[3-[(1R,5S)-3-[3-amino-6-(2-hydroxyphenyl)pyridazin-4-yl]-3,8-diazabicyclo[3.2.1]octan-8-yl]phenoxy]azetidine-1-carboxylate